BrC1=C(NC=2N=C(N=C(C21)NCC=2OC=CC2)Cl)CCNC 5-bromo-2-chloro-N-[(furan-2-yl)methyl]-6-[2-(methylamino)ethyl]-7H-pyrrolo[2,3-d]pyrimidin-4-amine